2-tert-butyl 7-isopropyl 3,4-dihydroisoquinoline-2,7(1H)-dicarboxylate C1N(CCC2=CC=C(C=C12)C(=O)OC(C)C)C(=O)OC(C)(C)C